2-((1-(7-methyl-1-oxo-3-phenyl-1,2-dihydroisoquinolin-5-yl)ethyl)amino)benzonitrile CC1=CC(=C2C=C(NC(C2=C1)=O)C1=CC=CC=C1)C(C)NC1=C(C#N)C=CC=C1